3,7-dimethylocta-2,6-dien-1-yl acetate C(C)(=O)OCC=C(CCC=C(C)C)C